C(C)(C)(C)OC(=O)N1C[C@@H](C[C@H](C1)O)O |r| rac-(3r,5r)-3,5-dihydroxypiperidine-1-carboxylic acid tert-butyl ester